(exo)-6-[[4-[(5-bromo-1-methyl-imidazole-2-carbonyl)amino]-2-chlorobenzoyl]amino]-3-azabicyclo[3.1.0]hexane-3-carboxylic acid tert-butyl ester C(C)(C)(C)OC(=O)N1CC2C(C2C1)NC(C1=C(C=C(C=C1)NC(=O)C=1N(C(=CN1)Br)C)Cl)=O